[Na+].C1(CC1)S(=O)[O-] cyclopropanesulfinic acid sodium salt